2-(4-(4-(aminomethyl)-8-((1-fluorocyclopropyl)methoxy)-1-oxo-1,2-dihydrophthalazin-6-yl)-1-Methyl-1H-pyrazol-5-yl)-4-chloro-6-cyclopropoxy-3-fluorobenzonitrile NCC1=NNC(C2=C(C=C(C=C12)C=1C=NN(C1C1=C(C#N)C(=CC(=C1F)Cl)OC1CC1)C)OCC1(CC1)F)=O